OCC(OCC1CN(CCC1)C1=NC=NC2=C(C=CC=C12)OC)P(O)(O)=O (2-hydroxy-1-((1-(8-methoxyquinazolin-4-yl)piperidin-3-yl)methoxy)ethyl)phosphonic acid